(S)-(-)-citronellol C[C@@H](CCC=C(C)C)CCO